C(CCCCCCCCC=CCCCCCCC)(=O)O 10-octadecenoic acid